6-Oxo-6-((2R,3R,4R)-2,3,4-Tris(Benzyloxy)-4-(2-Phenyl-1,3-dioxolan-4-yl)butoxy)hexanoic acid O=C(CCCCC(=O)O)OC[C@H]([C@H]([C@@H](C1OC(OC1)C1=CC=CC=C1)OCC1=CC=CC=C1)OCC1=CC=CC=C1)OCC1=CC=CC=C1